(1R)-4,5-dimethoxy-1-(N,N-dimethylaminomethyl)-benzocyclobutane hydrochloride Cl.COC1=CC2=C([C@@H](C2)CN(C)C)C=C1OC